BrC1=C(C=CC(=C1)Br)CC(=O)O 2-(2,4-dibromophenyl)acetic acid